ClC1=NC2=C(C(=CC=C2C=C1)C)OC 2-chloro-8-methoxy-7-methylquinoline